N-stearyl-N-methyl-taurine sodium [Na].C(CCCCCCCCCCCCCCCCC)N(CCS(=O)(=O)O)C